C(#C)C1=C2C(=CC(NC2=CC=C1F)=O)C1=C(C=2N=C(N=C(C2C=N1)N(C[C@@H]1NCCCC1)C)N1CCOCC1)F (R)-5-ethynyl-6-fluoro-4-(8-fluoro-4-(methyl(piperidin-2-ylmethyl)amino)-2-morpholinopyrido[4,3-d]pyrimidin-7-yl)quinolin-2(1H)-one